[Cl-].C1(=CC=C(C=C1)PC1=CC=C(C=C1)C)C di(4-tolyl)phosphine chloride